N1C=C(C2=CC=CC=C12)C1N(C2=CC=CC=C2N(C1)C1=CC=CC=C1)C(=O)N (1H-indol-3-yl)-4-phenyl-3,4-dihydroquinoxaline-1(2H)-carboxamide